B(OC)([O-])[O-] monomethyl borate